C(#N)C1=C(C=CC=C1F)NC(C1=C(C=C(C(=C1)F)N1N=C2N(CCCC2)C1=O)O[C@H](C(F)(F)F)C)=O N-(2-cyano-3-fluorophenyl)-5-fluoro-4-(3-oxo-5,6,7,8-tetrahydro[1,2,4]triazolo[4,3-a]pyridin-2(3H)-yl)-2-{[(2S)-1,1,1-trifluoropropan-2-yl]oxy}benzamide